C1(=CC(=CC=C1)C[C@@H]1N(CC[C@@H]1NS(=O)(=O)C)C(=O)[C@H]1[C@@H](C1)F)C1=CC=CC=C1 N-(cis-2-(biphenyl-3-ylmethyl)-1-((trans-2-fluorocyclopropyl)carbonyl)pyrrolidin-3-yl)methanesulfonamide